tert-butyl 5-(3-(aminomethyl)phenyl)-3-((2-(2-ethoxy-2-oxoethyl)phenoxy)methyl)-7-(1-methyl-1H-pyrazol-4-yl)benzofuran-2-carboxylate NCC=1C=C(C=CC1)C=1C=C(C2=C(C(=C(O2)C(=O)OC(C)(C)C)COC2=C(C=CC=C2)CC(=O)OCC)C1)C=1C=NN(C1)C